C(C)(=O)N1CCC(CC1)O N-acetyl-4-hydroxy-piperidin